N-(5-bromo-1-trityl-1H-indazol-3-yl)-1-butylpiperidine-4-carboxamide BrC=1C=C2C(=NN(C2=CC1)C(C1=CC=CC=C1)(C1=CC=CC=C1)C1=CC=CC=C1)NC(=O)C1CCN(CC1)CCCC